S1C2=C(C=C1NC(C1=C(C=CC(=C1)C)NS(=O)(=O)C1=CC=C(C=C1)C)=O)C=CC=C2 N-(Benzo[b]thiophen-2-yl)-5-methyl-2-((4-methylphenyl)sulfonamido)benzamid